Cl.N[C@H](CNC(=O)C=1NC2=CC(=CC=C2C1)C1=CC(=C(C=C1)F)Cl)CCCN (S)-N-(2,5-diaminopentyl)-6-(4-fluoro-3-chlorophenyl)-1H-indole-2-carboxamide hydrochloride